FC1=CC=C(C=C1)C(CCCC(=O)O)=O 5-(4-fluorophenyl)-5-oxopentanoic acid